Tert-butyl 4-((3aR,4R,6S,6aR)-2,2-dimethyl-6-(((trifluoromethyl)sulfonyl)oxy)tetrahydro-4H-cyclopenta[d][1,3]dioxol-4-yl)piperidine-1-carboxylate CC1(O[C@H]2[C@@H](O1)[C@H](C[C@@H]2C2CCN(CC2)C(=O)OC(C)(C)C)OS(=O)(=O)C(F)(F)F)C